(R)-3-(3-(5-(1H-Pyrrolo[2,3-b]pyridin-3-yl)furan-3-yl)phenyl)-3-hydroxy-1-methylpyrrolidin-2-one N1C=C(C=2C1=NC=CC2)C2=CC(=CO2)C=2C=C(C=CC2)[C@]2(C(N(CC2)C)=O)O